BrC1=C(C=C(C(=C1)Cl)Cl)F 1-bromo-4,5-dichloro-2-fluorobenzene